3-(4-(4-aminopiperidin-1-yl)-3-(3,5-difluorophenyl)quinolin-6-yl)-2-hydroxybenzonitrile dimethanesulfonic acid salt CS(=O)(=O)O.CS(=O)(=O)O.NC1CCN(CC1)C1=C(C=NC2=CC=C(C=C12)C=1C(=C(C#N)C=CC1)O)C1=CC(=CC(=C1)F)F